(1R,5R)-beta-Pinen [C@@H]12C(CC[C@@H](C1(C)C)C2)=C